OC1=CC2=CC=C(C(=C2C=C1)C(=O)O)C(=O)O 6-hydroxynaphthalenedicarboxylic acid